CC(C1=CC=C(C=C1)CC2CCCC2=O)C(=O)O The molecule is a monocarboxylic acid that is propionic acid in which one of the hydrogens at position 2 is substituted by a 4-[(2-oxocyclopentyl)methyl]phenyl group. A prodrug that is rapidly converted into its active trans-alcohol metabolite following oral administration. It has a role as a non-steroidal anti-inflammatory drug, a non-narcotic analgesic, an antipyretic, an EC 1.14.99.1 (prostaglandin-endoperoxide synthase) inhibitor and a prodrug. It is a monocarboxylic acid and a member of cyclopentanones. It derives from a propionic acid. It is a conjugate acid of a loxoprofen(1-).